NC=1C=2N(N=CC1C(=O)NCCN1CCOCC1)C=C(C2)C2=C(C=NC=C2)F 4-amino-6-(3-fluoropyridin-4-yl)-N-(2-morpholinoethyl)pyrrolo[1,2-b]pyridazine-3-carboxamide